ClC1=CC=C(C=C1)C=1OC(=NN1)SCC 2-(4-chlorophenyl)-5-(ethylthio)-1,3,4-oxadiazole